C1(=CC=CC=C1)C=1N=C2N(C=CC=C2)C1NC1=CC=C(C(=O)OC)C=C1 Methyl 4-((2-phenylimidazo[1,2-a]pyridin-3-yl)amino)benzoate